COC(=O)C1=NC=C(C2=CC=NC=C12)C(C)C 4-isopropyl-2,7-naphthyridine-1-carboxylic acid methyl ester